N-(1,4-benzodioxan-6-ylmethyl)-N'-(2-pyridylmethyl)-N-(5,6,7,8-tetrahydro-8-quinolinyl)-1,4-xylylenediamine O1CCOC2=C1C=CC(=C2)CN(CC2=CC=C(C=C2)CNCC2=NC=CC=C2)C2CCCC=1C=CC=NC21